[N+](=[N-])=[N-] diazoamide